2-(4-amino-2-methyl-7H-pyrrolo[2,3-d]pyrimidin-7-yl)acetic acid NC=1C2=C(N=C(N1)C)N(C=C2)CC(=O)O